Cl.Cl.BrC1=CC=C(C=C1)C=1C(=NC2(N1)CCNCC2)/C=C/C=2OC(=NN2)C=2C=NC1=CC=CC=C1C2 (E)-2-(2-(3-(4-bromophenyl)-1,4,8-triazaspiro[4.5]dec-1,3-dien-2-yl)vinyl)-5-(quinolin-3-yl)-1,3,4-oxadiazole dihydrochloride